Cl.C1C2=C(OC1)C=CC=1CCC(C12)CCN 2,6,7,8-tetrahydro-1H-indeno[5,4-b]Furan-8-ethylamine hydrochloride